3,7-dimethyl-tridecan-2-ol CC(C(C)O)CCCC(CCCCCC)C